methoxymethyl 3-bromo-2-(methoxymethoxy)-5,6-dimethyl-4-((1,2,6-trimethylcyclohexa-2,5-diene-1-carbonyl)oxy)benzoate BrC=1C(=C(C(=O)OCOC)C(=C(C1OC(=O)C1(C(=CCC=C1C)C)C)C)C)OCOC